C(C)(=O)NC1=CC=C(C=C1)C=1OC2=C(C=C(C=C2C(C1C)=O)C)[C@@H](C)OC=1C(=NC(=CC1)Cl)C(=O)N 3-[(1R)-1-[2-(4-Acetamidophenyl)-3,6-dimethyl-4-oxo-chromen-8-yl]ethoxy]-6-chloro-pyridine-2-carboxamide